NCC1(CCCC1)C(=O)OCC 1-Ethyl 1-(aminomethyl)cyclopentanecarboxylate